ClC=1C=C(C=NC1)C1=NC(=C2N=CN(C2=N1)[C@H]1[C@@H]([C@@H]([C@H](O1)C(=O)NOC)O)O)NCC1=NC=CC(=C1)C (2S,3S,4R,5R)-5-(2-(5-chloropyridin-3-yl)-6-(((4-methylpyridin-2-yl)methyl)amino)-9H-purin-9-yl)-3,4-dihydroxyl-N-methoxytetrahydrofuran-2-formamide